OC(CCCCCCCC(=O)OC(CO)CO)CCCCCCC 1,3-dihydroxypropan-2-yl 9-hydroxyhexadecanoate